N-((3S,5S)-1-((3S,4R)-1-(tert-butyl)-4-(4-chlorophenyl)pyrrolidine-3-carbonyl)-5-(morpholine-4-carbonyl)pyrrolidin-3-yl)-N-((1s,4R)-4-methylcyclohexyl)pivalamide hydrochloride Cl.C(C)(C)(C)N1C[C@H]([C@@H](C1)C1=CC=C(C=C1)Cl)C(=O)N1C[C@H](C[C@H]1C(=O)N1CCOCC1)N(C(C(C)(C)C)=O)C1CCC(CC1)C